C(CC=C)C1(C2(NCC(N2)=O)C(CC1)(C)C)C 6-(but-3-en-1-yl)-6,9,9-trimethyl-1,4-diazaspiro[4.4]nonan-2-one